tert-butyl (R)-3-(2,3-dichloro-6-fluorophenyl)-3-(7,8-difluoro-3-methyl-4-oxo-3,4-dihydro-6-quinazolinylamino)-1-pyrrolidinecarboxylate ClC1=C(C(=CC=C1Cl)F)[C@]1(CN(CC1)C(=O)OC(C)(C)C)NC=1C=C2C(N(C=NC2=C(C1F)F)C)=O